C(CCC)NS(=O)(=O)C1=CC=C(C=C1)C1=CC(=NC=C1)O[C@H]1CN(CC1)C=1C=NNC(C1Cl)=O (R)-N-butyl-4-(2-((1-(5-chloro-6-oxo-1,6-dihydropyridazin-4-yl)pyrrolidin-3-yl)oxy)pyridin-4-yl)benzenesulfonamide